3-fluoro-2-(6-methylpyrid-3-yl)-5-nitrobenzonitrile FC=1C(=C(C#N)C=C(C1)[N+](=O)[O-])C=1C=NC(=CC1)C